ClC1=C(C=C(C=C1)[N+]#[C-])C(F)(F)F 1-chloro-4-isocyano-2-(trifluoromethyl)benzene